ClC1=C(N=C(C=2C(N3[C@@H](COC21)CN(CC3)C(=O)OC(C)(C)C)=O)NC(CC(C)(C)C)=O)C3=C(C=CC=C3O)F tert-butyl (6aR)-4-chloro-1-(3,3-dimethylbutanamido)-3-(2-fluoro-6-hydroxyphenyl)-12-oxo-6a,7,9,10-tetrahydro-12H-pyrazino[2,1-c]pyrido[3,4-f][1,4]oxazepine-8(6H)-carboxylate